1-(1,1,2,6-tetramethyl-3-propan-2-yl-2,3-dihydroinden-5-yl)ethanone CC1(C(C(C2=CC(=C(C=C12)C)C(C)=O)C(C)C)C)C